N-((3S,4R)-1-(2-methoxyethyl)-4-(2-(trifluoromethyl)phenyl)pyrrolidin-3-yl)-3-(2-methylpyridin-4-yl)-1H-pyrazolo[3,4-b]pyridine-5-amide COCCN1C[C@H]([C@@H](C1)C1=C(C=CC=C1)C(F)(F)F)NC(=O)C=1C=C2C(=NC1)NN=C2C2=CC(=NC=C2)C